3-[4-[4-(2-tert-butoxy-2-oxo-ethyl)-4-hydroxy-1-piperidyl]-3-(trifluoromethyl)anilino]propanoic acid C(C)(C)(C)OC(CC1(CCN(CC1)C1=C(C=C(NCCC(=O)O)C=C1)C(F)(F)F)O)=O